N1C(CCCC1)C(=O)[O-] pipecolinate